ClC=1C=C(C=CC1F)NC(=O)C1=C(N(C(=C1C)C(C(=O)NC1CCC(CC1)O)=O)C)C N-(3-chloro-4-fluorophenyl)-5-(2-(((1s,4s)-4-hydroxycyclohexyl)amino)-2-oxoacetyl)-1,2,4-trimethyl-1H-pyrrole-3-carboxamide